ethyl 1-benzyl-1H-pyrazole-4-carboxylate C(C1=CC=CC=C1)N1N=CC(=C1)C(=O)OCC